Ethyl 4-[2-[2-[2-[(2-methylpropan-2-yl)oxycarbonylamino]ethoxy]ethoxy]ethylamino]-2-methylsulfanylpyrimidine-5-carboxylate CC(C)(C)OC(=O)NCCOCCOCCNC1=NC(=NC=C1C(=O)OCC)SC